ethyl 3-[1-(4-hydroxybutyl)-4-methyl-1H-benzotriazol-5-yl]-3-{3-[(6-hydroxy-2,2-dioxo-2H-1,2λ6,3-benzoxathiazin-3(4H)-yl)methyl]-5-methoxy-4-methylphenyl}propanoate OCCCCN1N=NC2=C1C=CC(=C2C)C(CC(=O)OCC)C2=CC(=C(C(=C2)OC)C)CN2S(OC1=C(C2)C=C(C=C1)O)(=O)=O